6-1-amino-6-azaspiro[3.5]nonan-6-yl-3-(2,3-dichlorophenyl)-2,5-dimethyl-3,4-dihydropyrimidin-4-one NC1CCC12CN(CCC2)C2=C(C(N(C(=N2)C)C2=C(C(=CC=C2)Cl)Cl)=O)C